C1C[C@H](N[C@@H]1CC(=O)O)C(=O)O The molecule is a L-proline derivative that is L-proline substituted at position 5 by a carboxymethyl group. It has a role as a metabolite. It is a dicarboxylic acid and a L-proline derivative. It is a conjugate acid of a (5S)-5-(carboxymethyl)-L-proline(1-).